ClC1=NC(=C(C(=N1)N)Cl)NC 2,5-dichloro-N6-methylpyrimidine-4,6-diamine